C(CCC)N(C1CC(N(C(C1)(C)C)C)(C)C)C1=NC(=NC(=N1)N(CCCC)C1CC(N(C(C1)(C)C)C)(C)C)NCCCN(CCNCCCNC1=NC(=NC(=N1)N(CCCC)C1CC(N(C(C1)(C)C)C)(C)C)N(CCCC)C1CC(N(C(C1)(C)C)C)(C)C)C1=NC(=NC(=N1)N(CCCC)C1CC(N(C(C1)(C)C)C)(C)C)N(CCCC)C1CC(N(C(C1)(C)C)C)(C)C N,N',4-tris[4,6-bis(N-butyl-N-(1,2,2,6,6-pentamethyl-4-piperidyl)amino)-1,3,5-triazin-2-yl]-4,7-diazadecan-1,10-diamine